2-chloromethyl-acrylic acid ClCC(C(=O)O)=C